C(C)OC(N(C[C@H]1N(CCC1)C)C1(CC1)C1=CC(=C(C=C1)F)C(F)(F)F)=O (S)-(1-(4-fluoro-3-(trifluoromethyl)phenyl)cyclopropyl)((1-methylpyrrolidin-2-yl)methyl)carbamic acid ethyl ester